ClC1=C(C=CC=C1)N1C=2N(C3=C(C1=O)C=NC(=N3)NC3=CC1=C(CCN(CC1)C1CC1)C=C3)C=CN2 6-(2-chlorophenyl)-2-[(3-cyclopropyl-2,3,4,5-tetrahydro-1H-3-benzazepin-7-yl)amino]imidazo[1,2-a]pyrimido[5,4-e]pyrimidin-5(6H)-one